NC1=C(C=C(N=N1)C1=C(C=CC=C1)O)N1CC2CCC(C1)N2C2=CC(=NC=C2)C#CCN2CCOC1(CC1)C2 2-[6-amino-5-[8-[2-[3-(4-oxa-7-azaspiro[2.5]octan-7-yl)prop-1-ynyl]-4-pyridyl]-3,8-diazabicyclo[3.2.1]octan-3-yl]pyridazin-3-yl]phenol